ethyl 5-carbamoyl-4-(7-chlorothieno[2,3-c]pyridin-2-yl)-2-{[(4-fluorophenyl)oxy]methyl}-6-(2-methylpropyl)-1,4-dihydropyridine-3-carboxylate C(N)(=O)C=1C(C(=C(NC1CC(C)C)COC1=CC=C(C=C1)F)C(=O)OCC)C1=CC=2C(=C(N=CC2)Cl)S1